NC1=C(C2=C(N=C(N=C2)N[C@H]2[C@@H](CCC2)O)N1C1=C(C(=CC=C1C)OC)C)C(=O)N 6-amino-2-(((1R,2R)-2-hydroxycyclopentyl)amino)-7-(3-methoxy-2,6-dimethylphenyl)-7H-pyrrolo[2,3-d]pyrimidine-5-carboxamide